CN1CCN(CC1)NC1=CC=CC=C1 4-methylpiperazin-1-yl-aniline